N1C=NC=C1\C=C\1/C(NC2=CC=C(C=C12)NCC1=CC(=CC(=C1)F)F)=O (Z)-3-((1H-imidazol-5-yl)methylene)-5-((3,5-difluorobenzyl)amino)indolin-2-one